ClC1=NC=NC2=CC=C(C=C12)N1CCC2N(CCC21)C(=O)OC(C)(C)C tert-butyl 4-(4-chloroquinazolin-6-yl)hexahydropyrrolo[3,2-b]pyrrole-1(2H)-carboxylate